FC1=CC(=C(C=C1)[C@H]1[C@H](O[C@](C1)(C(F)(F)F)C)C(=O)NC1=CC(=NC=C1)C(=O)N)OC (2S,3S,5R)-4-[[3-(4-fluoro-2-methoxy-phenyl)-5-methyl-5-(trifluoromethyl)tetrahydrofuran-2-carbonyl]amino]pyridine-2-carboxamide